C(=O)O.ClC1=C(C=2C(=NC=C(C2)C2=NC(=NC=C2)N2C(OCC2)=O)N1)CC 3-(4-(2-chloro-3-ethyl-1H-pyrrolo[2,3-b]pyridin-5-yl)pyrimidin-2-yl)oxazolidin-2-one formate salt